2-[[6-(1,3-Benzothiazol-2-ylamino)-5-methyl-pyridazin-3-yl]-[2-(trimethylammonio)ethyl]amino]-5-[3-[2-fluoro-4-[3-(methylamino)prop-1-ynyl]phenoxy]propyl]thiazole-4-carboxylate S1C(=NC2=C1C=CC=C2)NC2=C(C=C(N=N2)N(C=2SC(=C(N2)C(=O)[O-])CCCOC2=C(C=C(C=C2)C#CCNC)F)CC[N+](C)(C)C)C